(E)-methyl 3-[2-(3-bromopropoxy)-4-chlorophenyl]acrylate BrCCCOC1=C(C=CC(=C1)Cl)/C=C/C(=O)OC